6-chloro-4-(3-chloro-2-fluoro-anilino)-1,7-naphthyridine-3-carbonitrile ClC=1C=C2C(=C(C=NC2=CN1)C#N)NC1=C(C(=CC=C1)Cl)F